CN(C1=NC=CC(=N1)C(=O)N1CCC(CC1)OC=1C=CC=C2C(=NN(C12)C)C1C(NC(CC1)=O)=O)C 3-(7-((1-(2-(dimethylamino)pyrimidine-4-carbonyl)piperidin-4-yl)oxy)-1-methyl-1H-indazol-3-yl)piperidine-2,6-dione